3-(1-(4-chlorophenyl)-2,5-dioxo-3-propylimidazolin-4-yl)-N-hydroxypropionamide ClC1=CC=C(C=C1)N1C(N(C(C1=O)CCC(=O)NO)CCC)=O